C(N)(=O)C=1N=C2C(=CC=NC2=CC1OC)OC1=C(C=C(C=C1)NC(=O)C1(CC1)C(=O)NC1=CC=C(C=C1)F)F 1-N'-[4-[(6-carbamoyl-7-methoxy-1,5-naphthyridin-4-yl)oxy]-3-fluorophenyl]-1-N-(4-fluorophenyl)cyclopropane-1,1-dicarboxamide